ClC1=CC(=C(N)C(=C1)C)C 4-Chloro-2,6-di-methylaniline